1'-(naphthalene-2,3-diylbis(oxy))bis(undecan-1-ol) C1=C(C(=CC2=CC=CC=C12)OCCCCCCCCCCCO)OCCCCCCCCCCCO